C(=O)(OC(C)(C)C)C(COCCO)N 2-(2-BOC-Aminoethoxy)ethanol